NC1=C(C=C(C(=C1)N)OC)O 2,4-diamino-5-methoxyphenol